C(#N)C1=CC=C(C=C1)N1N=C(C=C1C1=CC=C(C=C1)F)C(=O)N1C[C@H](CC1)NC(OC(C)(C)C)=O (S)-tert-butyl (1-(1-(4-cyanophenyl)-5-(4-fluorophenyl)-1H-pyrazole-3-carbonyl)pyrrolidin-3-yl)carbamate